5-[(2,3-Diiodophenoxymethylthio)methyl]-1,3,4-oxadiazole-2(3H)-thione IC1=C(OCSCC2=NNC(O2)=S)C=CC=C1I